[K].C1CCC2=C(C=3CCCC3C=C12)NC(=O)NS(=O)(=O)N1CCN(CCC1)C N-((1,2,3,5,6,7-Hexahydro-s-indacen-4-yl)carbamoyl)-4-methyl-1,4-diazepane-1-sulfonamide, potassium salt